C(C)N1C(=C(C(=C1C(C(=O)NC(CO)(C)C)=O)C)C(=O)NC1=CC(=C(C=C1)F)C)C 1-ethyl-N-(4-fluoro-3-methylphenyl)-5-(2-((1-hydroxy-2-methylpropan-2-yl)amino)-2-oxoacetyl)-2,4-dimethyl-1H-pyrrole-3-carboxamide